1-[5-(2,2-dimethylmorpholin-4-yl)-2-fluoro-3-(trifluoromethyl)phenyl]-3-[(1-ethyl-1H-pyrazol-4-yl)methyl]-1,3-dihydro-2H-imidazol-2-one CC1(CN(CCO1)C=1C=C(C(=C(C1)N1C(N(C=C1)CC=1C=NN(C1)CC)=O)F)C(F)(F)F)C